5-methyl-1-pyrroline CC1CCC=N1